N,N-dimethyl-1-(3-(4,4,5,5-tetramethyl-1,3,2-dioxaborolan-2-yl)phenyl)methanesulfonamide CN(S(=O)(=O)CC1=CC(=CC=C1)B1OC(C(O1)(C)C)(C)C)C